(2-(5-fluoro-1H-pyrrolo[2,3-b]pyridin-3-yl)-[4,5'-bipyrimidin]-6-yl) bicyclo[2.2.2]octane-2-carboxylate C12C(CC(CC1)CC2)C(=O)OC2=CC(=NC(=N2)C2=CNC1=NC=C(C=C12)F)C=1C=NC=NC1